COC(C(=O)NC)C1=CC=CC=C1 methoxy-N-methyl-2-phenylacetamide